(2E,3Z)-5-{[1-(4-chloro-phenyl)-1H-pyrazol-3-yl]oxy}-2-(methoxyimino)-N,3-dimethylpent-3-enamide ClC1=CC=C(C=C1)N1N=C(C=C1)OC\C=C(/C(/C(=O)NC)=N\OC)\C